3-(1-(4-chloro-2-fluorophenyl)ethoxy)-N5-cyclobutyl-N2-methyl-1H-pyrrole-2,5-dicarboxamide ClC1=CC(=C(C=C1)C(C)OC1=C(NC(=C1)C(=O)NC1CCC1)C(=O)NC)F